C(C)OC(=O)C=1SC(=CC1)CC1=CC=CC=C1 5-Benzylthiophene-2-carboxylic acid ethyl ester